2-(4-(tert-butyl)phenyl)-1,4-diphenyl-butane-1,4-dione C(C)(C)(C)C1=CC=C(C=C1)C(C(=O)C1=CC=CC=C1)CC(=O)C1=CC=CC=C1